C(C1=CC=CC=C1)OC1=NC(=CC=C1N1C(N(C2=C1C=C(C=C2)N2CCC(CC2)C(OC)OC)C)=O)OCC2=CC=CC=C2 3-(2,6-dibenzyloxy-3-pyridyl)-5-[4-(dimethoxymethyl)-1-piperidyl]-1-methyl-benzimidazol-2-one